NC1=NN(C=C1C=1C2=C(N=CN1)NC=C2)C2(CN(C2)C2CCN(CC2)C(=O)OCC2=CC=CC=C2)CC#N Benzyl 4-(3-(3-amino-4-(7H-pyrrolo[2,3-d]pyrimidin-4-yl)-1H-pyrazol-1-yl)-3-(cyanomethyl)azetidin-1-yl)piperidine-1-carboxylate